8-fluoro-3-(3-(3-(4-fluorophenyl)-3,8-diazabicyclo[3.2.1]octan-8-yl)propyl)-5-methylisoquinolin-1(2H)-one FC=1C=CC(=C2C=C(NC(C12)=O)CCCN1C2CN(CC1CC2)C2=CC=C(C=C2)F)C